Sulfophosphite S(=O)(=O)(O)P([O-])([O-])[O-]